C(C)[N+](C)(CC)CC triethylmeth-1-yl-ammonium